C(C)(CC)N(C(\C=C\C(=O)O)=O)C(C)CC N,N-di-sec-butyl-fumaric acid amide